(R)-6-(2-(2,5-Difluorophenyl)pyrrolidin-1-yl)-3-nitro-2-(3-(3-pyridylmethyl)ureido)pyridine FC1=C(C=C(C=C1)F)[C@@H]1N(CCC1)C1=CC=C(C(=N1)NC(=O)NCC=1C=NC=CC1)[N+](=O)[O-]